1,3-bis(N-methylimidazolyl)propane 1,4-naphthalenedicarboxylate C1(=CC=C(C2=CC=CC=C12)C(=O)O)C(=O)O.CN1C(=NC=C1)CCCC=1N(C=CN1)C